Z-4-((2S,3S,4R)-3-(3,4-difluoro-2-methoxyphenyl)-4-methoxy-5,5-dimethyltetrahydrofuran-2-carboxamido)picolinamide FC=1C(=C(C=CC1F)[C@@H]1[C@H](OC([C@@H]1OC)(C)C)C(=O)NC1=CC(=NC=C1)C(=O)N)OC